dibenzylethylenediamine diacetic acid C(C)(=O)O.C(C)(=O)O.C(C1=CC=CC=C1)NCCNCC1=CC=CC=C1